N1-((5-(2,6-dioxopiperidin-3-yl)-6-oxo-5,6-dihydro-4H-thieno[2,3-c]pyrrol-2-yl)methyl)-N2,N2-dimethyloxalamide O=C1NC(CCC1N1C(C2=C(C1)C=C(S2)CNC(C(=O)N(C)C)=O)=O)=O